C1(CC1)N1N=C(C2=C1C=NN(C2=O)CC(=O)N[C@@H](C)C2=NC=C(C=C2)C(F)(F)F)C (S)-2-(1-cyclopropyl-3-methyl-4-oxo-1,4-dihydro-5H-pyrazolo[3,4-d]pyridazin-5-yl)-N-(1-(5-(trifluoromethyl)pyridin-2-yl)ethyl)acetamide